5-(2-fluorophenyl)-1-{[2-(2-methoxyethyl)-1-benzofuran-4-yl]sulfonyl}-1H-pyrrole-3-carbaldehyde FC1=C(C=CC=C1)C1=CC(=CN1S(=O)(=O)C1=CC=CC2=C1C=C(O2)CCOC)C=O